ClC=1C=C(C=NC1N1N=NC=C1)NC(=O)N (5-chloro-6-(1H-1,2,3-triazol-1-yl)pyridin-3-yl)urea